2-(2-((R)-1-(4-chlorobenzyl)-3-((R or S)-3,3-difluorooxetan-2-yl)pyrrolidin-3-yl)ethyl)-5-(methylsulfonyl)pyridine ClC1=CC=C(CN2C[C@@](CC2)([C@H]2OCC2(F)F)CCC2=NC=C(C=C2)S(=O)(=O)C)C=C1 |o1:11|